(S)-N-(8,9-difluoro-6-oxo-1,4,5,6-tetrahydro-2H-pyrano[3,4-c]isoquinolin-1-yl)-N-methyl-6-(trifluoromethyl)nicotinamide Pyruvate sodium salt [Na+].C(C(=O)C)(=O)[O-].FC=1C(=CC=2C3=C(NC(C2C1)=O)COC[C@H]3N(C(C3=CN=C(C=C3)C(F)(F)F)=O)C)F